tetrahydro-5H-6,9-epiminocyclohepta[d]pyrimidine N1CNCC2=C1C1=CC=C(C2)N1